methyl (S)-2-amino-3-(3-((2,4-dimethoxybenzyl)oxy) isoxazol-5-yl)propanoate N[C@H](C(=O)OC)CC1=CC(=NO1)OCC1=C(C=C(C=C1)OC)OC